COC1=C(OCCN2CCOCC2)C=C(C=C1)C1=NN(C2=C1C=NC=1C=CC(=CC21)OC)C2=CC=CC=C2 4-[2-(2-methoxy-5-{8-methoxy-1-phenyl-1H-pyrazolo[4,3-c]quinolin-3-yl}phenoxy)ethyl]morpholine